BrC1=C(COC2=C3C(C=C(OC3=CC=C2)C(=O)NN[C@@H](CC2=CC=CC=C2)C(=O)OC)=O)C=CC=C1 methyl (5-((2-bromobenzyl)oxy)-4-oxo-4H-chromene-2-carbonylamino)-L-phenylalaninate